CC(CCCCCCCCCC)CCCC(CCCC(CCCCCCCCCCCCCCCC)C)C 11,15,19-Trimethylpentatriacontane